C1C=CC=COO1 dioxepin